F[C@H]1[C@@H]2CC[C@H](C[C@H]1N(C1=CC=C(N=N1)C1=C(C=C3C=CN(C(C3=C1)=O)C)O)C)N2C 7-(6-(((1S,2S,3R,5R)-2-fluoro-8-methyl-8-azabicyclo[3.2.1]octan-3-yl)(methyl)amino)pyridazin-3-yl)-6-hydroxy-2-methylisoquinolin-1(2H)-one